C(C(C)(C)C)OB(O)C1=CC=C(C=C1)NC(C)=O (4-acetamidophenyl)boronic acid neopentyl ester